p-toluol acetate C(C)(=O)OC1=CC=C(C=C1)C